BrC1=C(C(=CC(=C1)F)F)C(C)O 1-(2-bromo-4,6-difluorophenyl)ethan-1-ol